O[C@H]1C(C[C@H](O[C@@H]1C=C)CC(=O)O)=C ((2s,5s,6r)-5-hydroxy-4-methylene-6-vinyltetrahydro-2H-pyran-2-yl)acetic acid